methyl 2-(4-bromophenyl)-2-methylpropionate BrC1=CC=C(C=C1)C(C(=O)OC)(C)C